Ethyl 5-(3-cyclobutoxyphenyl)-1-(1-methyl-1H-indazol-7-yl)-1H-pyrazole-3-carboxylate C1(CCC1)OC=1C=C(C=CC1)C1=CC(=NN1C=1C=CC=C2C=NN(C12)C)C(=O)OCC